FC1(CCN(CC1)C=1C=2N(C=C(N1)N)C=CN2)F 8-(4,4-Difluoropiperidin-1-yl)imidazo[1,2-a]pyrazin-6-amine